BrC1=CC2=C(N=C(O2)N2CCOCC2)C=C1 6-bromo-2-morpholinobenzo[d]oxazole